N-[2-(azetidin-3-yl)ethyl]cyclopropanamine dihydrochloride Cl.Cl.N1CC(C1)CCNC1CC1